N-nitroso-morpholine N(=O)N1CCOCC1